C[C@@H]1[C@H]([C@@H]([C@H](C(O1)O)O)O)O (3R,4S,5S,6R)-6-methyltetrahydro-2H-pyran-2,3,4,5-tetraol